3-((4-(1-(Methylsulfonyl)piperidin-4-yl)phenyl)ethynyl)pyrazine-2-carbonitrile CS(=O)(=O)N1CCC(CC1)C1=CC=C(C=C1)C#CC=1C(=NC=CN1)C#N